ClC1=NC2=CC(=C(C=C2C(=N1)NC1=NNC(=C1)COC)OC)OCCCN1CCCC1 2-chloro-6-methoxy-N-(5-(methoxymethyl)-1H-pyrazol-3-yl)-7-(3-(pyrrolidin-1-yl)propoxy)quinazolin-4-amine